tin (R)-N-(2-fluoro-3-hydroxy-3-methylbutyl)-4-(isopropylamino)-6-(thiazol-2-yl)pyrrolo[1,2-b]pyridazine-3-carboxamide F[C@H](CNC(=O)C1=C(C=2N(N=C1)C=C(C2)C=2SC=CN2)NC(C)C)C(C)(C)O.[Sn]